C(C)(C)(C)OC(=O)N1CC2=CC(=CC=C2CC1)CN1N=C(C(=C1)C(=O)OC)COC 7-((4-(methoxycarbonyl)-3-(methoxymethyl)-1H-pyrazol-1-yl)methyl)-3,4-dihydroisoquinoline-2(1H)-carboxylic acid tert-butyl ester